C1CCC2=C(C=CC=C12)C1=C(C=C2C(=N1)C(=NN2)C=2C=NN(C2)C2CN(C2)C(=O)[C@@H]2COCC2)OC (S)-(3-(4-(5-(2,3-Dihydro-1H-inden-4-yl)-6-methoxy-1H-pyrazolo[4,3-b]pyridin-3-yl)-1H-pyrazol-1-yl)azetidin-1-yl)(tetrahydrofuran-3-yl)methanone